2-pentyl-1-octyl sulfate S(=O)(=O)(OCC(CCCCCC)CCCCC)[O-]